C1(=CC=CC=C1)CC1=CC=CC=C1 bis(phenyl)methane